FC(=C(OC(C(F)(F)F)(C(F)(F)F)F)F)F perfluoro(3-oxa-4-methylpent-1-ene)